C(#N)N1C[C@@H](CC1)NC(=O)C1=CC(=NO1)C1=NC=CC=C1 (R)-N-(1-cyanopyrrolidin-3-yl)-3-(pyridin-2-yl)isoxazole-5-carboxamide